(S)-(1-(benzo[d][1,3]dioxol-5-yl)propan-2-yl)urethane tert-Butyl-4-(7H-pyrrolo[2,3-d]pyrimidin-4-yl)-3,6-dihydropyridine-1(2H)-carboxylate C(C)(C)(C)OC(=O)N1CCC(=CC1)C=1C2=C(N=CN1)NC=C2.O2COC1=C2C=CC(=C1)C[C@H](C)NC(=O)OCC